NCCC[Si](O)(O)O gamma-aminopropyl-silanetriol